ClC1=C2C=C(NC2=C(C=C1Cl)F)C(=O)N1CC(NCC1)=O 4-(4,5-dichloro-7-fluoro-1H-indole-2-carbonyl)piperazin-2-one